6-bromo-7-iodo-N-(3-(methylsulfonyl)propyl)quinazolin-2-amine BrC=1C=C2C=NC(=NC2=CC1I)NCCCS(=O)(=O)C